CC1=NC(=CC(=C1)C=1NC2=CC=C(C=C2C1C(C)C)OCC1CCN(CC1)CC(=O)N(C)C)C 2-(4-(((2-(2,6-Dimethylpyridin-4-yl)-3-isopropyl-1H-indol-5-yl)oxy)methyl)piperidin-1-yl)-N,N-dimethylacetamid